4-(4,5-difluoro-2-methoxyphenyl)-2-(4-fluorophenyl)-2,3-dihydro-1H-pyrrolo[3,4-c]pyridin-1-one FC1=CC(=C(C=C1F)C1=NC=CC2=C1CN(C2=O)C2=CC=C(C=C2)F)OC